(R)-1-(6-Chloroisochroman-1-yl)-N-methylmethanamine ClC=1C=C2CCO[C@H](C2=CC1)CNC